ClC=1C=CC(=NC1)[C@H](C(F)(F)F)C1(CCN(CC1)C(=O)OC(C)(C)C)O tert-butyl (S)-4-(1-(5-chloropyridin-2-yl)-2,2,2-trifluoroethyl)-4-hydroxypiperidine-1-carboxylate